3-fluoro-4-Hydroxymethylbenzonitrile FC=1C=C(C#N)C=CC1CO